C(C)N1N=CC=C1C(=O)N[C@@H](C1CCC(CC1)C)C=1N=C2N(N=C(C=C2)CC2C(NCCC2C)=O)C1 1-ethyl-N-((1S)-(6-((4-methyl-2-oxopiperidin-3-yl)methyl)imidazo[1,2-b]pyridazin-2-yl)((1r,4S)-4-methylcyclohexyl)methyl)-1H-pyrazole-5-carboxamide